N-(3-(6-oxa-3-azabicyclo[3.1.1]heptan-3-yl)-1-(tetrahydro-2H-pyran-2-yl)-1H-pyrazolo[4,3-c]pyridin-6-yl)formamide C12CN(CC(O1)C2)C2=NN(C1=C2C=NC(=C1)NC=O)C1OCCCC1